NC1=CC=CC(=N1)CN1CC=C(C=C1)NC(CC1=C(C=CC(=C1)Cl)O)=O N-[(6-Amino-2-pyridyl)methyl]-4-[[2-(5-chloro-2-hydroxyphenyl)acetyl]amino]pyridin